FC12CC(C1)(C2)C2=NC(=NO2)C2CCN(CC2)C(CC2=NC=NN2C)=O 1-(4-(5-(3-fluorobicyclo[1.1.1]pentan-1-yl)-1,2,4-oxadiazol-3-yl)piperidin-1-yl)-2-(1-methyl-1H-1,2,4-triazol-5-yl)ethan-1-one